C(C)(C)(C)OC(=O)N1C[C@@H](N(CC1)C(=O)C=1C=NC=CC1)C(F)F (3R)-3-(difluoromethyl)-4-(pyridine-3-carbonyl)piperazine-1-carboxylic acid tert-butyl ester